C(C)(C)N1CCN(CC1)C1=CC=C(C=C1)B1OC(C)(C)C(C)(C)O1 4-(4-isopropylpiperazinyl)phenylboronic acid pinacol ester